C/C(/C(C(=O)OCC)C(=O)OCC)=C\C diethyl (E)-2-methyl-but-2-enedicarboxylate